BrC=1C=C(C=C(C1)C(F)(F)F)N(S(=O)(=O)C)S(=O)(=O)C N-(3-bromo-5-(trifluoromethyl)phenyl)-N-(methylsulfonyl)methanesulfonamide